1,5-diazabicyclo(4.3.0)-nonene N12C=CCNC2CCC1